(s)-6-(2-(ethoxymethoxy)-6-methyl-4-(trifluoromethyl)phenyl)-2-(1-methyl-6-oxopiperidin-3-yl)-2H-pyrazolo[3,4-b]pyridine-3-carbaldehyde C(C)OCOC1=C(C(=CC(=C1)C(F)(F)F)C)C=1C=CC=2C(N1)=NN(C2C=O)[C@@H]2CN(C(CC2)=O)C